Methylpropane trimethacrylate C(C(=C)C)(=O)O.C(C(=C)C)(=O)O.C(C(=C)C)(=O)O.CCCC